N-(3-methyl-1-o-tolyl-1H-pyrazol-5-yl)pyrazolo[1,5-a]pyrimidine-3-carboxamide CC1=NN(C(=C1)NC(=O)C=1C=NN2C1N=CC=C2)C2=C(C=CC=C2)C